6-chloro-7-fluoro-5-(5-iodo-3,4-dihydroquinolin-1(2H)-yl)-1-methyl-[1,2,4]triazolo[4,3-a]quinazoline ClC1=C2C(=NC=3N(C2=CC=C1F)C(=NN3)C)N3CCCC1=C(C=CC=C31)I